2,6,6-TRIMETHYLBICYCLO(3.1.1)-2-HEPT-2-ENE CC1=CCC2CC1C2(C)C